4-[3-(methylamino)azetidin-1-yl]-6a,7,8,9,9a,10-hexahydro-6H-cyclopenta[e]pyrimido[5,4-b][1,4]oxazepin-2-amine CNC1CN(C1)C1=NC(=NC2=C1OCC1C(N2)CCC1)N